tert-butyl 4-(2-(7-(2,3-dichloro-6-methoxyphenyl)imidazo[1,2-a]pyridin-2-yl)-2-hydroxyethyl)piperazine-1-carboxylate ClC1=C(C(=CC=C1Cl)OC)C1=CC=2N(C=C1)C=C(N2)C(CN2CCN(CC2)C(=O)OC(C)(C)C)O